BrC=1C=C2C(=C(N=NC2=C(C1)Cl)C#N)Cl 6-Bromo-4,8-dichlorocinnoline-3-carbonitrile